CCCCCCCC(=O)OC[C@H](COP(=O)([O-])OC1[C@@H]([C@H](C([C@H]([C@H]1O)O)O)O)O)OC(=O)CCCCCCC The molecule is a 1-phosphatidyl-1D-myo-inositol(1-) that is the conjugate base of 1,2-dioctanoyl-sn-glycero-3-phospho-1D-myo-inositol, obtained by deprotonation of the phosphate OH group; major species at pH 7.3. It is a conjugate base of a 1,2-dioctanoyl-sn-glycero-3-phospho-1D-myo-inositol.